CC(C(=O)OC=1C(=NN(C(C1C1=C(C(=CC=C1F)Cl)\C=C\B1OC(CN(CC(O1)=O)C)=O)=O)C)C)C [5-[3-chloro-6-fluoro-2-[(E)-2-(6-methyl-4,8-dioxo-1,3,6,2-dioxazaborocan-2-yl)vinyl]phenyl]-1,3-dimethyl-6-oxo-pyridazin-4-yl] 2-methylpropanoate